C(C)N1C2=NC3=C(C(NC[C@@H](OC4=C(C1)C(=CC=C4)C#N)C)=O)C=NN3C=C2 (7S)-14-ethyl-7-methyl-4-oxo-4,5,6,7,13,14-hexahydro-1,15-ethenopyrazolo[4,3-f][1,4,8,10]benzoxatriazacyclotridecine-12-carbonitrile